tert-butyl (S)-3-(((benzyloxy)carbonyl)amino)-3-(hydroxymethyl)pyrrolidine-1-carboxylate C(C1=CC=CC=C1)OC(=O)N[C@@]1(CN(CC1)C(=O)OC(C)(C)C)CO